5-[2-benzyloxy-4-[(4-benzyloxy-5,6,7,8-tetrahydroquinazolin-2-yl)amino]-6-fluoro-phenyl]-1,1-dioxo-1,2,5-thiadiazolidin-3-one C(C1=CC=CC=C1)OC1=C(C(=CC(=C1)NC1=NC=2CCCCC2C(=N1)OCC1=CC=CC=C1)F)N1CC(NS1(=O)=O)=O